BrC=1SC2=C(N1)CCC(C2)NC(OC(C)(C)C)=O tert-butyl (2-bromo-4,5,6,7-tetrahydrobenzo[d]thiazol-6-yl)carbamate